3-amino-6-methyl-N-(3-(trifluoromethyl)phenyl)thieno[2,3-b]pyridine-2-carboxamide NC1=C(SC2=NC(=CC=C21)C)C(=O)NC2=CC(=CC=C2)C(F)(F)F